(1S,4S,7S)-7-fluoro-2-(9-phenyl-9H-fluoren-9-yl)-2,5-diazabicyclo[2.2.1]heptane F[C@@H]1[C@H]2N(C[C@@H]1NC2)C2(C1=CC=CC=C1C=1C=CC=CC21)C2=CC=CC=C2